OC1=C(C=C(C=C1)N(C(O)=O)CC1CCCCC1)C=1C=NC=C(C1)C1=NC=NN1COCC[Si](C)(C)C.C(#N)C=1C(=CC=NC1N1C(CC1)C)C(F)(F)F 5-cyano-6-(2-methylazetidin-1-yl)-4-(trifluoromethyl)pyridin 4-hydroxy-3-(5-(1-((2-(trimethylsilyl)ethoxy)methyl)-1H-1,2,4-triazol-5-yl)pyridin-3-yl)phenyl-(cyclohexyl-methyl)carbamate